7-((3,4-difluorobenzyl)oxy)-1H-spiro[imidazo[1,2-c]pyrimidine-2,4'-piperidin]-5(3H)-one FC=1C=C(COC=2C=C3N(C(N2)=O)CC2(CCNCC2)N3)C=CC1F